[Cl-].C(C)(C)[NH+]1OC(C2C1C(CC(C2)C)C)(C)C 1-isopropyl-3,3,5,7-tetramethyl-octahydrobenzo[c]isoxazol-1-ium chloride